α-n-butyl acrylate C(C=C)(=O)OCCCC